C1=CC=CC=2C(=CC=3C=CC=4C=CC=CC4C3C21)B(O)O benzo[c]phenanthrene-5-ylboronic acid